2-[2,3-difluoro-4-[8-[4-[4-[(2S,4S)-4-hydroxy-4-methyl-pyrrolidine-2-carbonyl]piperazine-1-carbonyl]-3-methyl-anilino]imidazo[1,2-a]pyrazin-3-yl]phenoxy]acetonitrile formate C(=O)O.FC1=C(OCC#N)C=CC(=C1F)C1=CN=C2N1C=CN=C2NC2=CC(=C(C=C2)C(=O)N2CCN(CC2)C(=O)[C@H]2NC[C@@](C2)(C)O)C